4-chlorobutanamide ClCCCC(=O)N